(α,α,α',α'-tetramethyl-1,3-benzenedipropionic acid) rhodium [Rh].CC(C(=O)O)(CC1=CC(=CC=C1)CC(C(=O)O)(C)C)C